CC1=C(OCC(=O)OC(C)(C)C)C=C(C(=C1C)CC=1C=C2C3(C(N(C2=CC1)C1OCCCC1)=O)CC3)C t-butyl 2-(2,3,5-trimethyl-4-((2'-oxo-1'-(tetrahydro-2H-pyran-2-yl)spiro[cyclopropane-1,3'-indolin]-5'-yl)methyl)phenoxy)acetate